C(=O)(OC)C1=CC=C(C=C1)[I+]C1=CC=C(C=C1)C(=O)OC bis(4-(carbomethoxy)phenyl)iodonium